1,4-bis[(3-(3-amino-2-hydroxy-propyl)-oleylamino)2-hydroxypropyl]piperazine NCC(CC(CCNCC(CN1CCN(CC1)CC(CNCCC(CCCCC\C=C/CCCCCCCC)CC(CN)O)O)O)CCCCC\C=C/CCCCCCCC)O